2-(Naphthalen-2-yl)-2-oxoacetic acid C1=C(C=CC2=CC=CC=C12)C(C(=O)O)=O